ClC1=CC=C(OCC2=NN=C(S2)C=2C(=C(C(=O)N)C=CN2)C2=C(C=CC=C2OC)F)C=C1 (5-((4-chlorophenoxy)methyl)-1,3,4-thiadiazol-2-yl)-3-(2-fluoro-6-methoxyphenyl)isonicotinamide